tri(3-fluoro-phenyl)phosphine oxide FC=1C=C(C=CC1)P(C1=CC(=CC=C1)F)(C1=CC(=CC=C1)F)=O